F[C@H]1[C@@H]2CC[C@H](C[C@H]1N(C)C1=NC=C(N=C1)C1=C(C=C(C=C1)C1=CN=NC(=C1)OC)OCOC)N2C(=O)OC(C)(C)C tert-butyl (1S,2R,3R,5R)-2-fluoro-3-([5-[2-(methoxymethoxy)-4-(6-methoxypyridazin-4-yl)phenyl] pyrazin-2-yl](methyl)amino)-8-azabicyclo[3.2.1]octane-8-carboxylate